BrC1=C(N=C2N1C(=NC=C2)Cl)C2=CC=C(C=C2)[N+](=O)[O-] 3-bromo-5-chloro-2-(4-nitrophenyl)imidazo[1,2-c]pyrimidine